[N+](=O)([O-])C1=CC=C(C=C1)C=1N=C(SC1)C1=CC=C(OCCCN2CCOCC2)C=C1 4-(3-(4-(4-(4-nitrophenyl)thiazol-2-yl)phenoxy)propyl)morpholine